(2R,3S)-2-((E)-3-(5,6-dibromo-1H-benzo[d]imidazol-1-yl)prop-1-en-1-yl)piperidin-3-ol dihydrochloride Cl.Cl.BrC1=CC2=C(N(C=N2)C/C=C/[C@H]2NCCC[C@@H]2O)C=C1Br